Cadaverine, Disodium Salt [Na].[Na].NCCCCCN